(1S,2R)-2-Cyanocyclohexyl (8-chloro-7-fluoro-6-(8-methyl-2,3-dihydro-1H-pyrido[2,3-b][1,4]oxazin-7-yl)isoquinolin-3-yl)carbamate ClC=1C(=C(C=C2C=C(N=CC12)NC(O[C@@H]1[C@H](CCCC1)C#N)=O)C1=C(C2=C(OCCN2)N=C1)C)F